2-(4-(3-Chloropropoxy)phenyl)-5-methoxy-4H-chromen-4-one ClCCCOC1=CC=C(C=C1)C=1OC2=CC=CC(=C2C(C1)=O)OC